ethyl 2-[1-(2-cyanophenyl)-1-[1-(2-hydroxy-2-methylpropyl)pyrazol-4-yl]propan-2-yl]-5-methoxy-1-methyl-6-oxopyrimidine-4-carboxylate C(#N)C1=C(C=CC=C1)C(C(C)C=1N(C(C(=C(N1)C(=O)OCC)OC)=O)C)C=1C=NN(C1)CC(C)(C)O